P(SC1=CC=CC=C1)(SC1=CC=CC=C1)SC1=CC=CC=C1 triphenyl trithiophosphite